CC1=C(C(=NC(=C1)C)C1=C2C(=NC=C1)C=C(S2)CN2C(C1C(C1C2=O)(C)C)=O)NC2CNCC2 3-((7-(4,6-dimethyl-3-(pyrrolidin-3-ylamino)pyridin-2-yl)thieno[3,2-b]pyridin-2-yl)methyl)-6,6-dimethyl-3-azabicyclo[3.1.0]hexane-2,4-dione